S(=O)(=O)(ON1[C@@H]2CC[C@H](N(C1=O)C2)C(NC(=O)C=2N=NC=CC2)=N)O (2S,5R)-7-oxo-2-(N-(pyridazine-3-carbonyl) carbamimidoyl)-1,6-diazabicyclo[3.2.1]octan-6-yl hydrogen sulfate